5-bromo-3-chloro-2-hydroxy-benzaldehyde BrC=1C=C(C(=C(C=O)C1)O)Cl